COC1=CC=C(C=C1)C1=NOC(=N1)N1CCC(CC1)C(=O)NCC1CN(CC1)CC=1SC=CC1C 1-(3-(4-methoxyphenyl)-1,2,4-oxadiazol-5-yl)-N-((1-((3-methylthiophen-2-yl)methyl)pyrrolidin-3-yl)methyl)piperidine-4-carboxamide